ClC1=C(C(=C(C=C1OC)OC)Cl)C1=CC2=C(N=C(N=C2)SC)C(=N1)N1CC2(C1)COCC2 2-(6-(2,6-dichloro-3,5-dimethoxyphenyl)-2-(methylthio)pyrido[3,4-d]pyrimidin-8-yl)-6-oxa-2-azaspiro[3.4]octane